ClC1=CC=C(C(=N1)C(=O)O)N[C@H](C)C=1C=C(C=C2C(N(C(=NC12)CC)C)=O)C (R)-6-chloro-3-((1-(2-ethyl-3,6-dimethyl-4-oxo-3,4-dihydroquinazolin-8-yl)ethyl)amino)picolinic acid